(S)-quinuclidin-3-yl (5-(2,6-dimethoxyphenyl)-2,2-diethyl-2,3-dihydro-1H-inden-1-yl)carbamat COC1=C(C(=CC=C1)OC)C=1C=C2CC(C(C2=CC1)NC(O[C@@H]1CN2CCC1CC2)=O)(CC)CC